O[C@H]1C[C@@H](N(C1)C(=O)[C@@H](NC(COCCOCCOCCOCCOCCOCC(=O)OC(C)(C)C)=O)C(C)(C)C)C(NCC1=CC=C(C=C1)C1=C(N=CS1)C)=O tert-butyl (S)-22-((2R,4S)-4-hydroxy-2-((4-(4-methylthiazole-5-yl)benzyl)carbamoyl)pyrrolidin-1-carbonyl)-23,23-dimethyl-20-oxo-3,6,9,12,15,18-hexaoxa-21-azatetracosanoate